2,5-dichloro-4,6-dimethyl-nicotinic acid ClC1=C(C(=O)O)C(=C(C(=N1)C)Cl)C